CC1(OB(OC1(C)C)C=1C=NN(C1)C(=O)OC(C)(C)C)C tert-butyl 4-(4,4,5,5-tetramethyl-1,3,2-dioxaborolane-2-yl)-1H-pyrazole-1-carboxylate